NC1=NC2=CC(=CC(=C2C(=N1)NCCCO)C1=NNC=C1)C1=NNC=C1 3-((2-amino-5,7-di(1H-pyrazol-3-yl)quinazolin-4-yl)amino)propan-1-ol